NC1=NC(=NC(=C1F)NC1=CC=C(C=C1)OC(F)F)C=1C(=NN2C1C=C(C=C2)F)CO [3-(4-amino-6-{[4-(difluoromethoxy)phenyl]amino}-5-fluoropyrimidin-2-yl)-5-fluoropyrazolo[1,5-a]pyridin-2-yl]methanol